(4-methoxybenzyloxy)silane COC1=CC=C(CO[SiH3])C=C1